O1N=C(C=C1)S(=O)(=O)N ISOXAZOL-3-YL-SULFONAMIDE